[2-(1,5-dimethyl-1H-pyrazol-4-yl)-6H-pyrrolo[2,3-c]Pyridin-6-yl]Methyl-6-methyl-1,3-benzothiazole CN1N=CC(=C1C)C=1C=C2C(=CN(C=C2)CC=2SC3=C(N2)C=CC(=C3)C)N1